COC(CN1C(C2=CC=C(C=C2C(C1)(C)CC)C(F)(F)F)=O)=O 2-[4-ethyl-4-methyl-1-oxo-6-(trifluoromethyl)-3H-isoquinolin-2-yl]acetic acid methyl ester